(E)-methyl-3-nitropyridine-2,5-diamine CC1=C(C(=NC=C1N)N)[N+](=O)[O-]